FC=1C=2N(C=C(C1)NC(=O)C1=CC=C(C3=CN(N=C13)C)N1C[C@@H](CC1)N1CCOCC1)C=C(N2)C N-{8-fluoro-2-methylimidazo[1,2-a]pyridin-6-yl}-2-methyl-4-[(3R)-3-(morpholin-4-yl)pyrrolidin-1-yl]indazole-7-carboxamide